COC(C1=CC(=C(C=C1)NCC#CC=1C=C2C(=CC=CN2C1SC(F)(F)F)Br)OC)=O.C(C1=CC=CC=C1)OC1=C(C=C(C=C1)F)NC(=O)C1CC1 N-(2-benzyloxy-5-fluoro-phenyl)cyclopropanecarboxamide methyl-4-[(3-{8-bromo-3-[(trifluoromethyl)sulfanyl]indolizin-2-yl}prop-2-yn-1-yl)amino]-3-methoxybenzoate